methyl 2-methyl-2-[(3S)-pyrrolidin-3-yl]propanoate TFA salt OC(=O)C(F)(F)F.CC(C(=O)OC)(C)[C@H]1CNCC1